C1(=CC=CC2=CC=CC=C12)C(CC)N naphthyl-aminopropane